7-Fluoro-[1,2,4]triazolo[1,5-a]pyridin-2-amine FC1=CC=2N(C=C1)N=C(N2)N